6-chloro-N-(2,4-difluoro-3-(2-(piperidin-4-ylamino)quinazolin-6-yl)phenyl)-1-hydroxy-2,3-dihydro-1H-indene-4-sulfonamide ClC=1C=C(C=2CCC(C2C1)O)S(=O)(=O)NC1=C(C(=C(C=C1)F)C=1C=C2C=NC(=NC2=CC1)NC1CCNCC1)F